O=C1N(CCC1)CCCNC(C1=CC=C(C=C1)C1=NN=C2N1C=C(N=C2)C2=CC=CC=C2)=O N-(3-(2-Oxopyrrolidin-1-yl)propyl)-4-(6-phenyl-[1,2,4]triazolo[4,3-a]pyrazin-3-yl)benzamide